bisphenol-A glycidyl-acrylate tert-butyl-3-(5-bromothiophen-2-yl)-3-methoxypyrrolidine-1-carboxylate C(C)(C)(C)OC(=O)N1CC(CC1)(OC)C=1SC(=CC1)Br.C(C1CO1)OC(C=C)=O.OC1=CC=C(C=C1)C(C)(C)C1=CC=C(C=C1)O